(1R,4R)-4-(3-Chloroanilino)-9'-{(2R)-3-[(4-methoxyphenyl)methoxy]-2-methylpropyl}-2',3',4',5'-tetrahydrospiro[cyclohexane-1,8'-indeno[5,6-b][1,4]dioxine]-4-carboxylic acid methyl ester COC(=O)C1(CCC2(C=CC=3CC4C(OCCO4)=C(C23)C[C@H](COCC2=CC=C(C=C2)OC)C)CC1)NC1=CC(=CC=C1)Cl